((1s,4s)-4-(8-(3-chlorophenylamino)-2-(4-methyltetrahydro-2H-pyran-4-ylamino)-9H-purin-9-yl) cyclohexyl) methylcarbamate CNC(OC1CCC(CC1)N1C2=NC(=NC=C2N=C1NC1=CC(=CC=C1)Cl)NC1(CCOCC1)C)=O